2-carboxy-6,6-dimethylbicyclo[3.1.1]hept-2-ene C(=O)(O)C=1C2C(C(CC1)C2)(C)C